OC1=C(C=CC(=C1)OC(C)C(=O)OCCCCCCCC)C1=NC(=NC(=N1)C1=CC=C(C=C1)C1=CC=CC=C1)C1=CC=C(C=C1)C1=CC=CC=C1 2-(2-hydroxy-4-[1-octyloxycarbonylethoxy]phenyl)-4,6-bis(4-phenylphenyl)-1,3,5-Triazine